4-bromo-2-fluoro-6-methyl-benzoic acid BrC1=CC(=C(C(=O)O)C(=C1)C)F